BrC=1C=C(C=CC1)C(CF)NS(=O)C(C)(C)C (-)-N-(1-(3-bromophenyl)-2-fluoroethyl)-2-methylpropane-2-sulfinamide